N,N'-m-Phenylenbismaleimid C1(=CC(=CC=C1)N1C(C=CC1=O)=O)N1C(C=CC1=O)=O